Fluoro-1'-(1-methyl-1H-pyrazol-5-yl)spiro[cyclopentane-1,3'-indolin]-2'-one FC1=C2C3(C(N(C2=CC=C1)C1=CC=NN1C)=O)CCCC3